S1C=CC2=C1N=CC=C2C(=O)N thieno[2,3-b]pyridine-4-carboxamide